(1R,3aS,6aR)-2-(2-(3-fluorophenyl)-2,2-difluoroacetyl)-N-((S)-4-fluoro-3-oxo-1-((R)-2-oxopyrrolidin-3-yl)butan-2-yl)octahydrocyclopenta[c]pyrrole-1-carboxamide FC=1C=C(C=CC1)C(C(=O)N1[C@H]([C@H]2[C@@H](C1)CCC2)C(=O)N[C@@H](C[C@@H]2C(NCC2)=O)C(CF)=O)(F)F